4-methyl-2-((4-(1-methyl-4-(pyridin-4-yl)-1H-pyrazol-3-yl)phenyl)ethynyl)pyridine CC1=CC(=NC=C1)C#CC1=CC=C(C=C1)C1=NN(C=C1C1=CC=NC=C1)C